3-Bromo-4-nitroaniline BrC=1C=C(N)C=CC1[N+](=O)[O-]